N-(4-bromo-2-fluoro-5-methoxyphenyl)acetamide BrC1=CC(=C(C=C1OC)NC(C)=O)F